NC=1C(=NC(=C(N1)C1=CC=C(C=C1)F)C1=CC2=C(N=CN2C)C=C1)C(=O)NCC1=NC=CC=C1NCCO 3-amino-5-(4-fluorophenyl)-N-((3-(2-hydroxyethylamino)pyridin-2-yl)methyl)-6-(3-methyl-3H-benzo[d]imidazol-5-yl)pyrazine-2-carboxamide